C(CCCCCCCCCCC)(=O)[O-].[Na+] Sodium Dodecanoate